(6R,7aS)-6-(2,3-dichloro-6-methoxyphenyl)-1-ethenyl-tetrahydro-1H-pyrrolo[1,2-c][1,3]oxazol-3-one ClC1=C(C(=CC=C1Cl)OC)[C@H]1C[C@@H]2N(C(OC2C=C)=O)C1